N-[3-(benzyloxy)-1-[(1r,4r)-4-[(2R,6S)-2,6-dimethylmorpholin-4-yl]cyclohexyl]-1H-pyrazol-4-yl]carbamic acid benzyl ester C(C1=CC=CC=C1)OC(NC=1C(=NN(C1)C1CCC(CC1)N1C[C@H](O[C@H](C1)C)C)OCC1=CC=CC=C1)=O